methyl 5-[2-(4-phenoxybutanamido)acetyl]-5-azaspiro[2.4]-heptane-6-carboxylate O(C1=CC=CC=C1)CCCC(=O)NCC(=O)N1CC2(CC2)CC1C(=O)OC